4-[(4-Fluorophenoxy)-phenyl-methyl]piperidine FC1=CC=C(OC(C2CCNCC2)C2=CC=CC=C2)C=C1